FC1=CC=C(OCC2N(C3CC(C2C)C3)C(=O)C3=NC(=CC=C3C=3SC=CN3)C)C=C1 3-[(4-Fluorophenoxy)methyl]-4-methyl-2-[6-methyl-3-(1,3-thiazol-2-yl)pyridin-2-carbonyl]-2-azabicyclo[3.1.1]heptan